(S)-5-((R)-4,4-difluoro-2-hydroxybutanoyl)-N-((S)-3-oxo-1-((S)-2-oxopyrrolidin-3-yl)-4-(trifluoromethoxy)butan-2-yl)-5-azaspiro[2.4]heptane-6-carboxamide FC(C[C@H](C(=O)N1CC2(CC2)C[C@H]1C(=O)N[C@@H](C[C@H]1C(NCC1)=O)C(COC(F)(F)F)=O)O)F